O=C1C2=C(C(C=3C=CC=CC13)=O)CCC(CC2)CC(=O)O 2-(5,11-Dioxo-6,7,8,9,10,11-hexahydro-5H-cyclohepta[b]naphthalen-8-yl)acetic Acid